C1(=CC=CC=C1)C=1C=C(CN(CCO)OCC)C=CC1C1=CC=CC=C1 2-(3,4-Diphenylethoxy-benzylamino)ethanol